(3-((diisopropylamino)methyl)-4-(5-fluoro-2-methoxypyridin-4-yl)phenyl)methanol C(C)(C)N(C(C)C)CC=1C=C(C=CC1C1=CC(=NC=C1F)OC)CO